NC1=C2N=CN(C2=NC(=N1)F)[C@H]1C([C@@H]([C@@](O1)(C#C)CO)O[Si](C)(C)C(C)(C)C)([2H])[2H] [(2R,3S,5R)-5-(6-amino-2-fluoro-purin-9-yl)-3-[tert-butyl(dimethyl)silyl]oxy-4,4-dideuterio-2-ethynyl-tetrahydrofuran-2-yl]methanol